C(C)(C)NC(=O)C1=CC=C2C(=CN3C(C2=C1)=NC=N3)C3=CC=C(C=C3)C(F)(F)F N-Isopropyl-6-(4-(trifluoromethyl)phenyl)-[1,2,4]triazolo[5,1-a]isoquinoline-9-carboxamide